2'-chloro-N-(5-(((1R,3R)-3-hydroxy-3-methylcyclohexyl)oxy)-1,3,4-thiadiazol-2-yl)-5'-methoxy-6-methyl-(4,4'-bipyridine)-3-carboxamide ClC1=NC=C(C(=C1)C1=C(C=NC(=C1)C)C(=O)NC=1SC(=NN1)O[C@H]1C[C@](CCC1)(C)O)OC